heptanesulfonic acid sodium salt monohydrate O.[Na+].C(CCCCCC)S(=O)(=O)[O-]